C(C)OC(C(C)(C)C=1C=NC(=CC1)NC1=C(N=NC(=C1)C1=C(C=CC=C1F)F)C(N)=O)=O 2-(6-((3-carbamoyl-6-(2,6-difluorophenyl)pyridazin-4-yl)amino)pyridin-3-yl)-2-methylpropionic acid ethyl Ester